COC1=CC(=C(C=N1)C1CN(C1)C(=O)OC(C)(C)C)C tert-butyl 3-(6-methoxy-4-methylpyridin-3-yl)azetidine-1-carboxylate